4-Bromo-N-(4-fluorophenyl)benzamide C1=CC(=CC=C1C(=O)NC2=CC=C(C=C2)F)Br